3-(5-((3-(4-chlorobenzyl)-1,2,4-oxadiazol-5-yl)methyl)-1-oxoisoindolin-2-yl)piperidine-2,6-dione ClC1=CC=C(CC2=NOC(=N2)CC=2C=C3CN(C(C3=CC2)=O)C2C(NC(CC2)=O)=O)C=C1